CC12C(CC(CC1)C2)(C(=O)N)C(C)C methyl-2-isopropyl-bicyclo[2.2.1]heptane-2-carboxamide